3-Bromo-6-(trifluoromethyl)-1H-indazole BrC1=NNC2=CC(=CC=C12)C(F)(F)F